tert-butyl 2-(5-(diethoxymethyl)pyrimidin-2-yl)-2-methylpropanoate C(C)OC(C=1C=NC(=NC1)C(C(=O)OC(C)(C)C)(C)C)OCC